CN1C(=C(C2=CC=CC=C12)C1=NC(=NC=C1)NC1=C(C=C(C(=C1)[N+](=O)[O-])F)OC)C 4-(1,2-dimethyl-1H-indol-3-yl)-N-(4-fluoro-2-methoxy-5-nitrophenyl)-pyrimidin-2-amine